C(#CC1=C(C(=O)O)C=CC=C1)C1=C(C(=O)O)C=CC=C1 (1,2-ethynediyl)dibenzoic acid